OC([C@@H]1N(C(OC1)(C)C)C(=O)OCC1=CC=CC=C1)C1=CC=CC=C1 benzyl (4R)-4-(hydroxy(phenyl)methyl)-2,2-dimethyloxazolidine-3-carboxylate